S(=O)(=O)(ON1[C@@H]2CC[C@H](N(C1=O)C2)C(N)=O)O [2S,5R]-2-carbamoyl-7-oxo-1,6-diazabicyclo[3.2.1]octan-6-yl hydrogen sulfate